ClC1=C(C(=CC2=C1N=C(S2)C2=C1N=CC(=NC1=CC(=C2)C)OC)OC)F 4-chloro-5-fluoro-6-methoxy-2-(2-methoxy-7-methylquinoxalin-5-yl)benzo[d]Thiazole